[Cl-].C[N+](CCC[Si](OC)(OC)OC)(CCCCCCCCCCCCCCCCCC)C Dimethyloctadecyl(3-(trimethoxysilyl)propyl)ammonium chlorid